6'-chloro-3',4,4',5-tetrahydro-2H,2'H-spiro[benzo[b][1,4]oxazepine-3,1'-naphthalene]-7-carboxylic acid ClC=1C=C2CCCC3(C2=CC1)CNC1=C(OC3)C=CC(=C1)C(=O)O